C(C)(C)(C)[C@@H]1C(N(CCN1)C(=O)O)(C)C.C(C)C1=CN=C(S1)C=1C=C(C(=O)N[C@H](C)C2=NC=C(N=C2)C)C=C(C1)OC[C@H]1OCCC1 3-(5-Ethyl-1,3-thiazol-2-yl)-N-[(1R)-1-(5-methylpyrazin-2-yl)ethyl]-5-[(2S)-tetrahydrofuran-2-ylmethoxy]benzamide tert-butyl-(3R,5S)-dimethylpiperazine-1-carboxylate